2-((3,5-Difluoro-3'-(methoxy-d3)-[1,1-biphenyl]-4-yl)carbamoyl)cyclopent-1-ene-1-carboxylic acid FC=1C=C(C=C(C1NC(=O)C1=C(CCC1)C(=O)O)F)C1=CC(=CC=C1)OC([2H])([2H])[2H]